5-fluoro-1H-pyrazolo[3,4-b]pyridine 7-oxide FC=1C=C2C(=[N+](C1)[O-])NN=C2